FC1=CC=C(C=C1)C1C(=O)OCC1 (4-fluorophenyl)butyrolactone